COC=1C=C(CNC(C(C(=O)N)C)=O)C=CC1 3-((3-methoxybenzyl)amino)-2-methyl-3-oxopropionamide